benzyl-p-acetoxyphenylmethylsulfonium C(C1=CC=CC=C1)[SH+]CC1=CC=C(C=C1)OC(C)=O